((1-(5-((2-(azetidin-3-ylamino)-3-chloropyridin-4-yl)thio)-3-(hydroxymethyl)pyrazin-2-yl)-4-methylpiperidin-4-yl)methyl)carbamic acid tert-butyl ester C(C)(C)(C)OC(NCC1(CCN(CC1)C1=NC=C(N=C1CO)SC1=C(C(=NC=C1)NC1CNC1)Cl)C)=O